(1,3-Dioxoisoindolin-2-yl)-4,4,4-trifluorobutanal O=C1N(C(C2=CC=CC=C12)=O)C(C=O)CC(F)(F)F